ClC1=C(C=CC=C1Cl)SC=1C=2N(C(=NC1)N1CC[C@@H](CCC1)N)C=NN2 (R)-1-(8-((2,3-dichlorophenyl)thio)-[1,2,4]triazolo[4,3-c]pyrimidin-5-yl)azepan-4-amine